ethyl (3r,6r)-1-oxaspiro[2.5]octane-6-carboxylate O1CC12CCC(CC2)C(=O)OCC